C(C1=CC=CC=C1)NC(C1=NC=CC(=C1Cl)SC1=NC=C(N=C1)N1CCC2([C@@H]([C@@H](OC2)C)NS(=O)C(C)(C)C)CC1)=O N-benzyl-4-((5-((3S,4S)-4-((tert-butylsulfinyl)amino)-3-methyl-2-oxa-8-azaspiro[4.5]decan-8-yl)pyrazin-2-yl)thio)-3-chloropicolinamide